CS(=O)(=O)C=1C(NC=C2C1N=CN=C2)=O 8-(methylsulfonyl)pyrido[4,3-d]pyrimidin-7(6H)-one